3-((R)-3-((S)-3-(3-(cyclopropylsulfonyl)phenoxy)-2-hydroxypropylamino)-1-oxa-8-azaspiro[4.5]decan-8-ylsulfonyl)-1-ethyl-6-methylquinolin-4(1H)-one C1(CC1)S(=O)(=O)C=1C=C(OC[C@H](CN[C@H]2COC3(C2)CCN(CC3)S(=O)(=O)C3=CN(C2=CC=C(C=C2C3=O)C)CC)O)C=CC1